FC1=C2C(NC(C2=CC=C1)=O)=O 4-fluoroisoindoline-1,3-dione